3-(3-piperidyl)benzamide ETHYLPHENYL-ACETATE C(C)OC(CC1=CC=CC=C1)=O.N1CC(CCC1)C=1C=C(C(=O)N)C=CC1